C(C)C1=NOC=2C1=C(C=CC2)O 3-Ethylbenzo[d]isoxazol-4-ol